7-methoxy-2-methylimidazo[1,2-a]pyridine-3-carboxylic acid potassium salt [K+].COC1=CC=2N(C=C1)C(=C(N2)C)C(=O)[O-]